BrC1=C(C(=CC=C1F)[N+](=O)[O-])CNCC(=O)OC(C)(C)C tert-butyl 2-{[(2-bromo-3-fluoro-6-nitrophenyl)methyl]amino}acetate